CC(C)CCC1O[C@H]2C[C@H]3[C@@H]4CCC5CC(CC[C@]5(C)[C@H]4CC[C@]3(C)[C@H]2[C@@H]1C)O FUROSTAN-3-OL